Bromooctane CCCCCCCCBr